CC1=NC=C(C(=O)OCC)C=C1NC1=NN(C2=NC(=NC=C21)NC=2C=NN(C2)C)C ethyl 6-methyl-5-((1-methyl-6-((1-methyl-1H-pyrazol-4-yl)amino)-1H-pyrazolo[3,4-d]pyrimidin-3-yl)amino)nicotinate